(S)-3-(1-(3-((2-(4-(ethylsulfonyl)-3,5-dimethyl-1H-pyrazol-1-yl)-5-fluoropyridin-4-yl)oxy)azetidine-1-carbonyl)-4,5-dihydro-1H-pyrazol-5-yl)-5-fluorobenzonitrile C(C)S(=O)(=O)C=1C(=NN(C1C)C1=NC=C(C(=C1)OC1CN(C1)C(=O)N1N=CC[C@H]1C=1C=C(C#N)C=C(C1)F)F)C